(2S,4R)-4-ethoxy-N-((S,E)-4-(methylsulfonyl)but-3-en-2-yl)-2-phenylpiperidine-1-carboxamide C(C)O[C@H]1C[C@H](N(CC1)C(=O)N[C@@H](C)\C=C\S(=O)(=O)C)C1=CC=CC=C1